rel-(2R)-2-[(tertbutoxycarbonyl)amino]-2-[2-(difluoromethoxy)pyridin-4-yl]ethyl (2R)-3,3,3-trifluoro-2-methoxy-2-phenylpropanoate FC([C@](C(=O)OC[C@@H](C1=CC(=NC=C1)OC(F)F)NC(=O)OC(C)(C)C)(C1=CC=CC=C1)OC)(F)F |o1:7|